tert-butyl 4-((5-(3-((5-cyano-4-(4-fluorophenyl)thiazol-2-yl)(methyl)amino)-2-ethyl imidazo[1,2-a]pyridin-6-yl)pyrimidin-2-yl)amino)piperidine-1-carboxylate C(#N)C1=C(N=C(S1)N(C1=C(N=C2N1C=C(C=C2)C=2C=NC(=NC2)NC2CCN(CC2)C(=O)OC(C)(C)C)CC)C)C2=CC=C(C=C2)F